CC1=CC2=C(C3=CC=CC=C3C(=C2C=C1)C1=CC2=CC=CC=C2C=C1)C1=CC2=CC=CC=C2C=C1 2-methyl-9,10-bis(2-naphthyl)anthracene